C(C)N(CCCC1=C(C=CC(=C1)F)S(=O)(=O)NC1=CC=C2[C@@H]3[C@H](COC2=C1C(=O)O)C3)CC (1aR,7bS)-5-[2-(3-diethylaminopropyl)-4-fluorobenzenesulfonyl-amino]-1,1a,2,7b-tetrahydrocyclopropa[c]chromene-4-carboxylic acid